ClC1=CC=C(C=C1)C1OC(=C(C1=O)OS(=O)(=O)CC1=CC=C(C=C1)C(F)(F)F)N 2-(4-chlorophenyl)-4-[[4-trifluoromethylphenylmethylsulfonyl]oxy]-5-amino-3(2H)-furanone